C(C1CO1)OCCC[Si](OC)(OC)C gamma-glycidoxypropylmethyl-dimethoxysilane